3-(3-((dimethylamino)methyl)-4-hydroxy-1-phenethylpiperidin-4-yl)benzonitrile CN(C)CC1CN(CCC1(O)C=1C=C(C#N)C=CC1)CCC1=CC=CC=C1